piperidin-1-yl-N-methylethylamine dihydrochloride Cl.Cl.N1(CCCCC1)N(C)CC